BrC1=CC=C2C=CC(=NC2=C1)CNNC(=O)[C@H]1NN(CCC1)C([C@H](C)NC([C@H](CC1=C(C=CC=C1)Cl)O)=O)=O (2S)-N-[(1S)-2-[(3S)-3-[[(7-bromo-2-quinolyl)methylamino]carbamoyl]hexahydropyridazin-1-yl]-1-methyl-2-oxo-ethyl]-3-(2-chlorophenyl)-2-hydroxypropanamide